FC(OC1=NC=CC=C1NC1=NC=2N(C(=C1)NC)N=CC2NC(=O)N[C@H]2[C@H](C2)F)F 1-(5-((2-(difluoromethoxy)pyridin-3-yl)amino)-7-(methylamino)pyrazolo[1,5-a]pyrimidin-3-yl)-3-((1R,2S)-2-fluorocyclopropyl)urea